ClC1=CC=C2C(=N1)SCCC2 7-chloro-3,4-dihydro-2H-thiopyrano[2,3-b]pyridine